2-(2,6-Dioxo-3-piperidyl)-5-[(E)-2-(2-hydroxyethoxy)vinyl]isoindoline-1,3-dione O=C1NC(CCC1N1C(C2=CC=C(C=C2C1=O)\C=C\OCCO)=O)=O